2-bromo-4H-pyrano[3,4-d]thiazol-7-one BrC=1SC2=C(N1)COCC2=O